C(C=C)C1(C(C(CC1)(C)C)=O)C 2-allyl-2,5,5-trimethylcyclopentan-1-one